lauric acid zinc [Zn].C(CCCCCCCCCCC)(=O)O